Diethyl [4-(2,3,6,7-tetramethoxy-9H-carbazol-9-yl)butyl]phosphonate COC1=CC=2N(C3=CC(=C(C=C3C2C=C1OC)OC)OC)CCCCP(OCC)(OCC)=O